O=C1NC(CCC1N1C(C2=CC=CC(=C2C1=O)NC1=C2C=NN(C2=CC=C1OC1=C(C=CC=C1C)F)C)=O)=O 2-(2,6-dioxo-3-piperidyl)-4-[[5-(2-fluoro-6-methyl-phenoxy)-1-methyl-indazol-4-yl]amino]isoindoline-1,3-dione